(R)-2-(trifluoromethyl)pyrrolidine-1-sulfonamide FC([C@@H]1N(CCC1)S(=O)(=O)N)(F)F